C(C1=CN=CC=C1)(=O)O[C@](C(=O)NC=1C=NC(=C(C1)C(F)(F)F)C#N)(COC=1C=NC(=CC1)Cl)C (S)-1-((6-cyano-5-(trifluoromethyl)pyridin-3-yl)amino)-3-((6-chloropyridin-3-yl)oxy)-2-methyl-1-oxopropane-2-yl nicotinate